6-chloro-8-(2-fluoro-4-methoxyphenyl)-3-methyl-2-(trifluoromethyl)pyrimido[5,4-d]pyrimidin-4(3H)-one ClC=1N=C(C=2N=C(N(C(C2N1)=O)C)C(F)(F)F)C1=C(C=C(C=C1)OC)F